N-(4,4,4-trifluoro-2-methyl-1-phenylbutan-2-yl)thieno[3,2-b]pyridine-6-carboxamide FC(CC(CC1=CC=CC=C1)(C)NC(=O)C=1C=C2C(=NC1)C=CS2)(F)F